2-Phenoxydecaethylene glycol methacrylate C(C(=C)C)(=O)O.O(C1=CC=CC=C1)C(CO)OCCOCCOCCOCCOCCOCCOCCOCCOCCO